FC=1C=C(C=CC1)C(CN1C2=NC(=NC(=C2N=C1)N/N=C/C1=CC(=CC=C1)C)N1CCOCC1)=O (E)-1-(3-fluorophenyl)-2-(6-(2-(3-methylbenzylidene)hydrazinyl)-2-morpholino-9H-purin-9-yl)ethan-1-one